NC=1C=CC(=NC1)N1C=CC=2C(=CC=CC12)NC1=CC=C(C=C1)C 1-(5-Aminopyridin-2-yl)-N-(p-tolyl)-1H-indol-4-amine